C(CC)C=1C(=C(C(=O)C2=CC=CC=C2)C=CC1)O propyl-hydroxyl-benzophenone